[Br-].[Br-].C[SiH](C)[Zr+2](C1C(=CC2=CC=CC=C12)CC(C)C)C1C(=CC2=CC=CC=C12)CC(C)C dimethylsilyl-bis(isobutylindenyl)zirconium dibromide